C1(CCC1)N1C(C(N(C=C1)CC=1SC(=NN1)C1=CC(=CC=C1)F)=O)=O 1-cyclobutyl-4-((5-(3-fluorophenyl)-1,3,4-thiadiazol-2-yl)methyl)-1,4-dihydropyrazine-2,3-dione